3-hydroxy-N-{3-[4-(6-hydroxy-3-{[(E)-(phenylmethylidene)amino]oxy}hexyl)piperazin-1-yl]-3-oxopropyl}-4,5-dimethoxybenzamide OC=1C=C(C(=O)NCCC(=O)N2CCN(CC2)CCC(CCCO)O/N=C/C2=CC=CC=C2)C=C(C1OC)OC